FC=1C=CC(=NC1)NC(CC[C@H]/1C2C3CCC=4C=CC=CC4C3CC[C@@]2(C(\C1=C/O)=O)C)=O N-(5-fluoropyridin-2-yl)-3-((13S,15S,Z)-16-(hydroxymethylene)-13-methyl-17-oxo-7,8,9,11,12,13,14,15,16,17-decahydro-6H-cyclopenta[a]phenanthren-15-yl)propanamide